NC1=C(C=CC(=N1)C=1C=C2C=CN(C(C2=CC1F)=O)CCC[C@H](COC(F)F)NC=1C=NNC(C1C(F)(F)F)=O)F (R)-6-(6-amino-5-fluoropyridin-2-yl)-2-(5-(difluoromethoxy)-4-((6-oxo-5-(trifluoromethyl)-1,6-dihydropyridazin-4-yl)amino)pentyl)-7-fluoroisoquinolin-1(2H)-one